C1(=CC=CC=C1)C1=C2[C@@H]([C@H](C=3C=CC=C(C=C1)C32)O)O trans-(1S,2S)-3-phenyl-acenaphthene-1,2-diol